N[C@H](C(=O)NCCNC(CN1C(C=CC1=O)=O)=O)CCN(C(CO)=O)[C@H](C(C)(C)C)C=1N(C=C(C1)C1=C(C=CC(=C1)F)F)CC1=CC=CC=C1 (2S)-2-amino-4-[{(1R)-1-[1-benzyl-4-(2,5-difluorophenyl)-1H-pyrrol-2-yl]-2,2-dimethylpropyl}(glycoloyl)amino]-N-(2-{[(2,5-dioxo-2,5-dihydro-1H-pyrrol-1-yl)acetyl]amino}ethyl)butanamide